5-((2-ethoxypyridin-4-yl)amino)-3-(4-(ethylsulfonamido)phenyl)-1H-pyrazole-4-carboxamide C(C)OC1=NC=CC(=C1)NC1=C(C(=NN1)C1=CC=C(C=C1)NS(=O)(=O)CC)C(=O)N